ClC(CCCCCCC[SiH3])(Cl)Cl trichlorooctyl-silane